(R)-N2-(5-((+)-1-amino-1-(3-cyanophenyl)-3-cyclopropyl)-2-fluorophenyl)-N1-(5-chloropyridin-2-yl)pyrrolidine-1,2-dicarboxamide NC1(CC1C=1C=CC(=C(C1)NC(=O)[C@@H]1N(CCC1)C(=O)NC1=NC=C(C=C1)Cl)F)C1=CC(=CC=C1)C#N